Cl.[C@H]12CNC[C@@H]2C1C1=NOC(=N1)CN1C=NC2=C(C1=O)C(=CN=C2)C 3-((3-((1r,5s,6r)-3-azabicyclo[3.1.0]hexan-6-yl)-1,2,4-oxadiazol-5-yl)methyl)-5-methylpyrido[3,4-d]pyrimidin-4(3H)-one hydrochloride